7-(imidazo[1,5-a]pyrazin-3-yl)-2-methyloctahydro-1H-pyrido[1,2-c]pyrimidin-1-one C=1N=C(N2C1C=NC=C2)C2CCC1N(C(N(CC1)C)=O)C2